(R)-8-(1-((2,4-difluoro-3-(hydroxymethyl)phenyl)amino)ethyl)-3,6-dimethyl-2-morpholinoquinazolin-4(3H)-one FC1=C(C=CC(=C1CO)F)N[C@H](C)C=1C=C(C=C2C(N(C(=NC12)N1CCOCC1)C)=O)C